4-(2-aminoacetyl)piperazin NCC(=O)N1CCNCC1